Cl.N[C@H](C(=O)OCC)CC1=CC=C(C=C1)F Ethyl (S)-2-amino-3-(4-fluorophenyl)propanoate hydrochloride